3-(4-bromotriazol-2-yl)propan-1-ol BrC1=NN(N=C1)CCCO